(S)-8-chloro-4-((3-chloro-4-fluorophenyl)amino)-6-((isoindolin-5-yl(1H-1,2,3-triazol-4-yl)methyl)amino)quinoline-3-carbonitrile ClC=1C=C(C=C2C(=C(C=NC12)C#N)NC1=CC(=C(C=C1)F)Cl)N[C@H](C=1N=NNC1)C=1C=C2CNCC2=CC1